NC=1N=C(SC1C(=O)C=1C=NC(=CC1)OC(F)F)N(C1=CC2=C(OC(O2)(F)F)C=C1)C(C(=O)N)C [[4-Amino-5-[6-(difluoromethoxy)pyridin-3-carbonyl]thiazol-2-yl]-(2,2-difluoro-1,3-benzodioxol-5-yl)amino]propanamid